BrC=1C(=NC(=NC1)OC)C 5-bromo-2-methoxy-4-methylpyrimidine